C12(CC3CC(CC(C1)C3)C2)CN2N=CC(=C2C)C2=C(C=3N(C=C2)C(=CN3)C=3N=NC(=C(C3)C(F)(F)F)NC=3SC2=C(N3)C=CC=C2)C(=O)OC Methyl 7-(1-(adamantan-1-ylmethyl)-5-methyl-1H-pyrazol-4-yl)-3-(6-(benzo[d]thiazol-2-ylamino)-5-(trifluoromethyl)pyridazin-3-yl)imidazo[1,2-a]pyridine-8-carboxylate